C(C)(=O)OCC1C(C)O1 2,3-epoxybutyl acetate